C(C)OC(C(C(=O)Cl)(CC1=CC=C(C=C1)C)C)=O.IC1=CC(N(C=C1)CCC(C(=O)NOC1OCCCC1)(S(=O)(=O)C)C)=O 4-(4-iodo-2-oxopyridin-1(2H)-yl)-2-methyl-2-(methylsulfonyl)-N-(tetrahydro-2H-pyran-2-yloxy)butanamide Ethyl-3-chloro-2-methyl-2-(4-methylbenzyl)-3-oxopropanoate